2-(3-chloro-4-hydroxybenzamido)-N-(2-methoxyphenethyl)-4,5,6,7-tetrahydrobenzo[b]thiophene-3-carboxamide ClC=1C=C(C(=O)NC2=C(C3=C(S2)CCCC3)C(=O)NCCC3=C(C=CC=C3)OC)C=CC1O